C(#N)[C@@H]1C[C@@H](CC1)N(C(=O)[C@H]1N(CCC1)[S@](=O)(=NC)C1=CC=C(C=C1)C)CC1=CC=C(C=C1)C (S)-N-((1R,3S)-3-cyanocyclopentyl)-1-((R)-N,4-dimethylphenylsulfonimidoyl)-N-(4-methylbenzyl)pyrrolidine-2-carboxamide